1-(4-hydroxy-2-(1-methyl-1H-pyrazol-4-yl)pyrazolo[1,5-a]pyridin-3-yl)ethan-1-one OC=1C=2N(C=CC1)N=C(C2C(C)=O)C=2C=NN(C2)C